N-(2,2-dimethyl-3-phenylpropyl)-6-methyl-2-(trifluoromethyl)thieno[2,3-d]pyrimidin-4-amine CC(CNC=1C2=C(N=C(N1)C(F)(F)F)SC(=C2)C)(CC2=CC=CC=C2)C